BrC=1C=C2C=CC([NH+](C2=CC1OCOC)[O-])=O 6-Bromo-7-(methoxymethoxy)quinolone 1-oxide